2-(aminomethyl)prop-2-enenitrile NCC(C#N)=C